C(C)C=1C(=CC=C2C=C(C=C(C12)N1CC=2N=C(N=C(C2C1=O)N1CCOCCC1)OCC=1N=NN(C1)C1CCNCC1)O)F 6-(8-ethyl-7-fluoro-3-hydroxy-1-naphthyl)-4-(1,4-oxazepan-4-yl)-2-[[1-(4-piperidyl)triazol-4-yl]methoxy]-7H-pyrrolo[3,4-d]pyrimidin-5-one